C(C)(C)(C)OC(CCCCN1OC(=CC1=O)[C@H](C(=O)O)C(C)C)=O |r| (±)-2-(2-(5-(tert-butoxy)-5-oxopentyl)-3-oxo-2,3-dihydroisoxazol-5-yl)-3-methylbutanoic acid